C(#N)/C(/C(=O)NC1=CC=C(C(=O)NC2=CC=CC=C2)C=C1)=C(\C=1C=NOC1C)/O (Z)-4-(2-cyano-3-hydroxy-3-(5-methylisoxazol-4-yl)acrylamido)-N-phenylbenzamide